2-{3-[(4-methanesulfonyl-2-methoxyphenyl)amino]prop-1-yn-1-yl}-N-(1-methylpiperidin-4-yl)-1-(2,2,2-trifluoroethyl)-1H-indol-4-amine CS(=O)(=O)C1=CC(=C(C=C1)NCC#CC=1N(C=2C=CC=C(C2C1)NC1CCN(CC1)C)CC(F)(F)F)OC